FC(OC1=CC=C(C=C1)N1C(C=2N([C@H](C1)C)N=CC2C=2C=CC=1N(C2)C=CN1)=O)F (7S)-5-[4-(Difluoromethoxy)phenyl]-3-(imidazo[1,2-a]pyridin-6-yl)-7-methyl-6,7-dihydro-pyrazolo[1,5-a]pyrazin-4(5H)-on